NC=1C=2N(C=CN1)C(=NC2C2=C(C=C(C(=O)NC1=NC=CC(=C1)C1=CC=CC=C1)C=C2)F)[C@H]2N(C1(CC1)CC2)CC#CC (S)-4-(8-amino-3-(4-(but-2-ynyl)-4-azaspiro[2.4]heptan-5-yl)imidazo[1,5-a]pyrazin-1-yl)-3-fluoro-N-(4-phenylpyridin-2-yl)benzamide